CC1=C(N(C)C)C(=O)N(C2C=CC=CC=2)N1C 4-DiMethylaMinoAntipyrine